COC1=CC=C(C=C1)C1=CC=C(C=C1)C=O 4'-methoxy-4-formylbiphenyl